C[Si](C)(C)C#CC1=CC=C(C=O)C=C1 4-((trimethylsilyl)ethynyl)benzaldehyde